C(C1=CC=CC=C1)OC1=C(N2C(C3=CC(=CC=C13)C1=CC(=CC=C1)Cl)=CC=N2)C(=O)OCC ethyl 6-(benzyloxy)-9-(3-chlorophenyl)pyrazolo[5,1-a]isoquinoline-5-carboxylate